COCCOC(OCCOC)OCCOC 6-(2-methoxyethoxy)-2,5,7,10-tetraoxaundecane